2-oxo-7-azaspiro[3.5]nonan O=C1CC2(C1)CCNCC2